5-chloro-N-(1-(5-(3-cyano-6-(2-hydroxy-2-methylpropoxy)pyrazolo[1,5-a]pyridin-4-yl)pyridin-2-yl)-4-methylpiperidin-4-yl)-2-methylbenzamide ClC=1C=CC(=C(C(=O)NC2(CCN(CC2)C2=NC=C(C=C2)C=2C=3N(C=C(C2)OCC(C)(C)O)N=CC3C#N)C)C1)C